C(C)(C)(C)ON1N=CC2=CC=CC=C12 (tert-butoxy)-1H-indazol